N-methyl-N-(4-methoxyphenyl)-alpha-diazo-2-cyanoacetamide CN(C(C(C#N)=[N+]=[N-])=O)C1=CC=C(C=C1)OC